((2-hydroxyethyl)amino)propan-2-ol OCCNCC(C)O